7-(methoxymethyl)isoquinolin COCC1=CC=C2C=CN=CC2=C1